P(=O)(OC[C@H]1O[C@H](C[C@@H]1OP(=O)([O-])OCCCC)N1C(N=C(C=C1)N)=O)(OCCCC)[O-].[K+].[K+] potassium ((2R,3S,5R)-5-(4-amino-2-oxopyrimidin-1(2H)-yl)-3-((butoxyoxidophosphoryl)oxy)tetrahydrofuran-2-yl)methyl butyl phosphate